1-(9Z,12Z-octadecadienoyl)-2-(7Z,10Z,13Z,16Z-docosatetraenoyl)-glycero-3-phospho-(1'-sn-glycerol) CCCCC/C=C\C/C=C\CCCCCCCC(=O)OC[C@H](COP(=O)(O)OC[C@H](CO)O)OC(=O)CCCCC/C=C\C/C=C\C/C=C\C/C=C\CCCCC